NC([C@](C(F)(F)F)(C)NC(C(=O)C=1C(=C(N2CCCC12)C(=O)NC1=CC(=C(C=C1)F)F)C)=O)=O (S)-7-(2-((3-amino-1,1,1-trifluoro-2-methyl-3-oxopropan-2-yl)amino)-2-oxoacetyl)-N-(3,4-difluorophenyl)-6-methyl-2,3-dihydro-1H-pyrrolizine-5-carboxamide